C(C)(C)(C)OC(NCC1=CC(=C(C=C1)F)O[Si](C)(C)C(C)(C)C)=O N-({3-[(tert-Butyldimethylsilyl)oxy]-4-fluorophenyl}methyl)carbamic acid tert-butyl ester